FC=1C(=CC(=NC1)OC)[C@H](C(=O)N1CC2(NC3=NC(=C(C=C3CC2)C2=NC=CC=N2)C(F)(F)F)CC1)C (2R)-2-(5-fluoro-2-methoxypyridin-4-yl)-1-(6'-(pyrimidin-2-yl)-7'-(trifluoromethyl)-3',4'-dihydro-1'H-spiro[pyrrolidine-3,2'-[1,8]naphthyridin]-1-yl)propan-1-one